IC=1C=C(C=CC1)C1=CC(=CC(=C1)Cl)Br 3-iodo-3'-bromo-5'-chlorobiphenyl